OCC1(CCN2C(O1)=CC(=N2)C(=O)O)C 5-(hydroxymethyl)-5-methyl-6,7-dihydro-5H-pyrazolo[5,1-b][1,3]oxazine-2-carboxylic acid